(R)-N-(3-(2-(tert-butyl)thiazol-5-yl)-4-cyclobutyl-1-methyl-1H-pyrazol-5-yl)-2-(2,2,3,3-tetrafluorocyclobutyl)acetamide C(C)(C)(C)C=1SC(=CN1)C1=NN(C(=C1C1CCC1)NC(C[C@H]1C(C(C1)(F)F)(F)F)=O)C